NC1CCN(CC1)C=1NC(C(=C(N1)C1=CC(=C(C#N)C=C1)F)C1=CC(=C(C=C1)OC)F)=O 4-[2-(4-amino-piperidin-1-yl)-5-(3-fluoro-4-methoxy-phenyl)-6-oxo-1,6-dihydro-pyrimidin-4-yl]-2-fluoro-benzonitrile